COC([C@@H](N)CS(=O)(O)=O)=O L-cysteic acid methyl ester